2-(6-fluoropyridin-3-yl)-N-((1r,3r)-3-(2-hydroxypropan-2-yl)cyclobutyl)-8-(isopropylamino)imidazo[1,2-b]pyridazine-7-carboxamide FC1=CC=C(C=N1)C=1N=C2N(N=CC(=C2NC(C)C)C(=O)NC2CC(C2)C(C)(C)O)C1